C(CCCCC)C(S(=O)(=O)O)(CCCCCC)CCCCCC.C(CCCCC)P(CCCCCCCCCCCCCC)(CCCCCC)CCCCCC trihexyl-(tetradecyl)phosphine (trihexyl)methanesulfonate